2-methoxy-6-(trifluoromethyl)phenol COC1=C(C(=CC=C1)C(F)(F)F)O